COC(C1=CC(=CC=C1)C1=C(C(=NC(=C1C#N)N1CCCCC1)N)C#N)=O.C1(CC1)C1=CC=C(C=C1)C=1C=C2CCN(C(C2=CC1)=O)C=1C=CC(=C(C1)NS(=O)(=O)C)O N-(5-(6-(4-cyclopropylphenyl)-1-oxo-3,4-dihydroisoquinolin-2(1H)-yl)-2-hydroxyphenyl)methanesulfonamide methyl-3-(2-amino-3,5-dicyano-6-(piperidin-1-yl)pyridin-4-yl)benzoate